3-(5-(1-((2-methoxypyrimidin-5-yl)methyl)piperidin-4-yl)-1-oxoisoindolin-2-yl)piperidine-2,6-dione COC1=NC=C(C=N1)CN1CCC(CC1)C=1C=C2CN(C(C2=CC1)=O)C1C(NC(CC1)=O)=O